5-Methyl-1-(3-(4-(cyclopentylcarbonyl)piperazine-1-carbonyl)benzyl)quinazoline-2,4(1H,3H)-dione CC1=C2C(NC(N(C2=CC=C1)CC1=CC(=CC=C1)C(=O)N1CCN(CC1)C(=O)C1CCCC1)=O)=O